C1(=CC=CC=C1)S(=O)(=O)N1C=CC2=C(C(=C(C=C12)F)OC1=CC=C2CN3C(C2=C1)=NC(=N3)CC3=C(C(=CC=C3)Br)F)F 8-[1-(benzenesulfonyl)-4,6-difluoro-indol-5-yl]oxy-2-[(3-bromo-2-fluoro-phenyl)methyl]-5H-[1,2,4]triazolo[5,1-a]isoindole